C1(=CC=C(C=C1)C(C=C(C)C)O)C1=CC=CC=C1 1-([1,1'-biphenyl]-4-yl)-3-methylbut-2-en-1-ol